OC1=CC=C(C=C1)C(C=CC1=CC(=C(C=C1)OC)OCCC)=O 1-(4-Hydroxyphenyl)-3-(4-methoxy-3-propoxyphenyl)prop-2-en-1-one